C(C1=CC=CC=C1)N1N=NC(=C1C=1C=C2C=C(C=NC2=CC1)N1CCC(CC1)N1CCN(CC1)C)C1=NC(=CC=C1)C 6-[3-benzyl-5-(6-methyl-2-pyridyl)triazol-4-yl]-3-[4-(4-methylpiperazin-1-yl)-1-piperidyl]quinoline